4-methoxy-1-methylpyridin-2(1H)-one COC1=CC(N(C=C1)C)=O